Cl.C1(CC1)N1C2C3=CC=CC=C3C1C=C2 11-cyclopropyl-11-azatricyclo[6.2.1.02,7]Undec-2,4,6,9-tetraene hydrochloride